6-Methylene-1,3-cyclohexadien-1-ol C=C1CC=CC=C1O